CN(CC(=O)OC(C)(C)C)C(C1=NC=C(C=C1)\N=N\C=1C=NC(=CC1)COC(=O)OC1=CC=C(C=C1)[N+](=O)[O-])=O tert-butyl (E)-N-methyl-N-(5-((6-((((4-nitrophenoxy)carbonyl)oxy)methyl)pyridin-3-yl)diazenyl)picolinoyl)glycinate